10-(4-fluorobenzyl)-2,8,10-triaza-dispiro[3.1.36.24]Undecane-1,7-dione FC1=CC=C(CN2C3(CC4(CNC4=O)C2)C(NC3)=O)C=C1